1-[(1S,5R,6S)-2,2-difluoro-6-bicyclo[3.1.0]hexyl]-3-[[2-(difluoromethoxy)pyridin-4-yl]methyl]urea FC1([C@@H]2[C@H]([C@@H]2CC1)NC(=O)NCC1=CC(=NC=C1)OC(F)F)F